2-[methyl(2-{1H-pyrazolo[3,4-c]pyridin-5-yl}-5H,6H,7H-cyclopenta[d]pyrimidin-4-yl)amino]-N-(6-methylpyridin-3-yl)acetamide CN(CC(=O)NC=1C=NC(=CC1)C)C=1C2=C(N=C(N1)C=1C=C3C(=CN1)NN=C3)CCC2